4-bromo-5-fluoro-6-nitro-1,3-benzodioxole BrC1=C(C(=CC=2OCOC21)[N+](=O)[O-])F